9-(3-iodophenyl)-9H-carbazole-1,2,3,4,5,6,7,8-d8 IC=1C=C(C=CC1)N1C2=C(C(=C(C(=C2C=2C(=C(C(=C(C12)[2H])[2H])[2H])[2H])[2H])[2H])[2H])[2H]